4-(trimethylsilyl)cyclohexanone oxime C[Si](C1CCC(CC1)=NO)(C)C